C1(CCCCC1)C(C(=O)NC1CCCCC1)N1C(=NC2=C1C=CC=C2)C2=C(C=CC=C2)CC 2,N-dicyclohexyl-2-[2-(2-ethyl-phenyl)-benzimidazol-1-yl]-acetamide